C1(CC1)C(C)C1=CC=C(C=C1)S(=O)(=O)Cl 4-(1-Cyclopropylethyl)benzene-1-sulfonyl chloride